C(CCC)(=O)NC=1C=C(C(=O)NC(C(=O)N2C(CC=CC2)C=2C(=NC3=CC=CC=C3C2)Cl)CC2=CC=CC=C2)C=CC1 3-butyramido-N-(1-(2-(2-chloroquinolin-3-yl)-3,6-dihydropyridin-1(2H)-yl)-1-oxo-3-phenylpropan-2-yl)benzamide